C1(=CC=C(C=C1)C#N)C1=CC=CC=C1 [1,1'-Biphenyl]-4-carbonitrile